2-[(6R)-6-[[3-(trifluoromethylsulfonyl)phenyl]methyl]-2-azaspiro[3.4]octane-2-carbonyl]-2,5-diazaspiro[3.4]octane-6-one FC(S(=O)(=O)C=1C=C(C=CC1)C[C@@H]1CC2(CN(C2)C(=O)N2CC3(C2)NC(CC3)=O)CC1)(F)F